OC1=C(C=C2C(=C(N(C2=C1)C)C1=CC(=CC=C1)NC(C(=O)NC1=CC=C(C=C1)I)=O)I)C(=O)O 6-hydroxy-3-iodo-2-(3-(2-((4-iodophenyl)amino)-2-oxoacetamido)phenyl)-1-methyl-1H-indole-5-carboxylic acid